Cl.C(C)(C)C1=CN=C2N1N=C(C=C2NC2=C(C=CC=C2)OC(F)(F)F)SC2CNCCC2 3-ISOPROPYL-6-(PIPERIDIN-3-YLTHIO)-N-(2-(TRIFLUOROMETHOXY)PHENYL)IMIDAZO[1,2-B]PYRIDAZIN-8-AMINE HYDROCHLORIDE